5-(methylamino)-3-[2-(1-methylindol-5-yl)ethynyl]Pyrazole-4-carboxamide CNC1=C(C(=NN1)C#CC=1C=C2C=CN(C2=CC1)C)C(=O)N